COC1(C=CCCC1)OOC(C)(C)CC 1-methoxy-1-(tert-amylperoxy)cyclohexaneN